FC=1C(=C(C=CC1F)[C@H]1[C@@H](O[C@](C1)(C(F)(F)F)C)C(=O)O)OC |r| rac-(2R,3S,5R)-3-(3,4-difluoro-2-methoxy-phenyl)-5-methyl-5-(trifluoromethyl)tetrahydrofuran-2-carboxylic acid